1-{4-formyl-3-[(4-methoxyphenyl)methoxy]phenyl}-3,3-dimethylurea C(=O)C1=C(C=C(C=C1)NC(=O)N(C)C)OCC1=CC=C(C=C1)OC